O=C\1OCCC/C1=C\[O-] (E)-(2-oxotetrahydropyran-3-ylidene)methanolate